methyl 2-[4-[3-chloro-5-(trifluoromethyl)pyridin-2-yl]oxyphenoxy]propanoate ClC=1C(=NC=C(C1)C(F)(F)F)OC1=CC=C(OC(C(=O)OC)C)C=C1